FC1=CC=C(C=C1)C1(COC1)N 3-(4-fluorophenyl)oxetan-3-amine